4-((8-acrylamido-5-azaspiro[2.5]oct-5-yl)methyl)-N-(4-(4-morpholinyl-7H-pyrrolo[2,3-d]pyrimidin-6-yl)phenyl)picolinamide C(C=C)(=O)NC1CCN(CC12CC2)CC2=CC(=NC=C2)C(=O)NC2=CC=C(C=C2)C2=CC1=C(N=CN=C1N1CCOCC1)N2